FC1=CC=C(OCC2N(C3CC(C2C)C3)C(=O)C=3N=C(SC3N3N=CC=C3)C)C=C1 cis-3-[(4-fluorophenoxy)methyl]-4-methyl-2-[2-methyl-5-(1H-pyrazol-1-yl)-1,3-thiazole-4-carbonyl]-2-azabicyclo[3.1.1]heptane